C(#N)C=1C=C(C(=O)O)C=CC1NCC1CC1 3-cyano-4-(cyclopropylmethylamino)benzoic acid